5-((R)-1-(3,5-Dichloropyridin-4-yl)ethoxy)-3-(6-(methylsulfonyl)pyridin-3-yl)-1-(tetrahydro-2H-pyran-2-yl)-1H-indazole ClC=1C=NC=C(C1[C@@H](C)OC=1C=C2C(=NN(C2=CC1)C1OCCCC1)C=1C=NC(=CC1)S(=O)(=O)C)Cl